6-methyl-2,4-diaminopyrimidine CC1=CC(=NC(=N1)N)N